C1(CC1)C=1C=C(C=C2C(=NC=NC12)N[C@@H](C)C1=NC=NN1C1=CC(=NC=N1)C(=O)N)C(F)F 6-[5-[(1S)-1-[[8-cyclopropyl-6-(difluoromethyl)quinazolin-4-yl]amino]ethyl]-1,2,4-triazol-1-yl]pyrimidine-4-carboxamide